O=C1NC(CCC1N1CC2=C(C=C(C=C2C1=O)OC(N(C1=CC(=C(C=C1)C)Cl)C)=O)F)=O (2-(2,6-dioxopiperidin-3-yl)-7-fluoro-3-oxoisoindolin-5-yl)methyl(3-chloro-4-methylphenyl)carbamate